2,6-dimethyl-1,8-octanediol CC(CO)CCCC(CCO)C